C(C)(=O)N1CC(C1)C(=O)N1CCCC2=CC(=CC=C12)[C@@H](C(=O)NC1=CC=C(C=C1)F)C (2S)-2-[1-(1-acetylazetidine-3-carbonyl)-1,2,3,4-tetrahydroquinolin-6-yl]-N-(4-fluorophenyl)propanamide